C(#C)C1=CC=C(N=N1)C(=O)OC methyl 6-ethynylpyridazine-3-carboxylate